CC=1N=CC=C(C(=O)O)C1 6-methylisonicotinic acid